CC1=CC=C(C=C1)C=CCC1=CC=C(C=C1)C 1,3-bis(4-methylphenyl)propene